(4-{[(1S,4S,5R,8S,9R,12R,13R)-1,5,9-trimethyl-11,14,15,16-tetraoxatetracyclo[10.3.1.04,13.08,13]hexadecan-10-yl]amino}butyl)trimethylammonium sulphate S(=O)(=O)([O-])[O-].C[C@@]12CC[C@H]3[C@@H](CC[C@H]4[C@H](C(O[C@@H]([C@@]34OO1)O2)NCCCC[N+](C)(C)C)C)C.C[C@@]21CC[C@H]3[C@@H](CC[C@H]4[C@H](C(O[C@@H]([C@@]34OO2)O1)NCCCC[N+](C)(C)C)C)C